C(C)(C)(C)OC(=O)NC1=NC=CC(=C1)C1=CC=C2C(=N1)N(C(=N2)C)C2=CC(=C(C(=C2)Cl)N2CCN(CC2)C(=O)OC(C)(C)C)Cl tert-butyl 4-(4-(5-(2-((tert-butoxycarbonyl)amino)pyridin-4-yl)-2-methyl-3H-imidazo[4,5-b]pyridin-3-yl)-2,6-dichlorophenyl)piperazine-1-carboxylate